(3-(2,6-dichloropyrimidin-4-yl)-3-azabicyclo[3.1.0]hexane-2-yl)methanol ClC1=NC(=CC(=N1)N1C(C2CC2C1)CO)Cl